Butylhydroxytoluol C(CCC)C=1C(=C(C=CC1)C)O